Cl.FC1=CC(=CC2=C1N=C(S2)C2CCCC1CCNC21)C=2C=CC=1N(N2)C=C(N1)C 6-[4-fluoro-2-(octahydroindol-7-yl)-1,3-benzothiazol-6-yl]-2-methylimidazo[1,2-b]pyridazine hydrochloride